dimethylsilane-diylbis(2,3-dimethyl-1H-benzo[b]cyclopenta[d]thiophen-1-yl)zirconium chloride [Cl-].C[Si](=[Zr+](C1C(=C(C2=C1C1=C(S2)C=CC=C1)C)C)C1C(=C(C2=C1C1=C(S2)C=CC=C1)C)C)C